CNC(C1=C(C(=C(C(=C1)Cl)Br)N)N)=O n-methyl-2,3-diamino-5-chloro-4-bromobenzamide